C1(CC(CC2CCCCC12)CO)CO 3-decalindimethanol